C1(=CC=CC=C1)N1C2=CC=CC=C2C2=CC(CC=C12)(N)C1=CC=C(C=C1)C=1C2=CC=CC=C2C(=C2C=CC=CC12)C1=CC=CC=C1 9-phenyl-3-[4-(10-phenyl-9-anthryl)phenyl]-9H-carbazol-3-amine